sodium Octyl sulfate S(=O)(=O)(OCCCCCCCC)[O-].[Na+]